CO[C@@H]1C[C@H](CC1)C1=NC2=CC=C(C=C2C=C1)C=O 2-((1S,3S)-3-methoxycyclopentyl)quinoline-6-carbaldehyde